C(C1=CC=CC=C1)C=1NC=C(C1)C=1N(C=CC1)CC1=CC=CC=C1 2-benzyl-4-(1-benzyl-1H-pyrrol-2-yl)-1H-pyrrole